5-amino-7-(2-(4-(6-fluoro-3-methylbenzo[d]isoxazol-5-yl)-1,4-diazepan-1-yl)ethyl)-9-methyl-2-(pyridin-2-yl)-7H-pyrrolo[3,2-e][1,2,4]triazolo[1,5-c]pyrimidine-8-carboxylic acid NC1=NC2=C(C=3N1N=C(N3)C3=NC=CC=C3)C(=C(N2CCN2CCN(CCC2)C=2C(=CC3=C(C(=NO3)C)C2)F)C(=O)O)C